N1=CC=C(C=C1)C=1N=NC(=NN1)C1=CC=NC=C1 3,6-bis(4-pyridyl)-1,2,4,5-tetrazine